COC1=CC2=C(N=C(N2)S(=O)CC2=NC=C(C(=C2C)OC)C)C=C1 5-methoxy-2-[(4-methoxy-3,5-dimethyl-2-pyridyl)methylsulfinyl]benzimidazole